NC(C[C@@H]1O[C@@H]([C@@H]2[C@H]1OC(O2)(C)C)CNC(OCC2=CC=CC=C2)=O)=O Benzyl (((3aR,4R,6S,6aS)-6-(2-amino-2-oxoethyl)-2,2-dimethyltetrahydrofuro[3,4-d][1,3]dioxol-4-yl)methyl)carbamate